O=C1OC2(C3=C1C=NC=C3)CCC(CC2)C(=O)N[C@@H](CCCCCC(CC)=O)C=2NC(=CN2)C2=CC=CC=C2 (1S,4r)-3'-Oxo-N-((S)-7-oxo-1-(5-phenyl-1H-imidazol-2-yl)nonyl)-3'H-spiro[cyclohexan-1,1'-furo[3,4-c]pyridin]-4-carboxamid